C(C)C1N(C[C@@H]2NS(C=3C(S(C[C@@H]21)(=O)=O)=C(N(C3)C)C(NC3=CC(=C(C=C3)F)C)=O)(=O)=O)C(=O)[O-] Ethyl-(3aR,10aR)-8-((4-fluoro-3-methylphenyl)carbamoyl)-7-methyl-3a,4,10,10a-tetrahydro-1H,7H-dipyrrolo[3,4-c:3',4'-g][1,6,2]dithiazocin-2(3H)-carboxylat-5,5,9,9-tetraoxid